N-(3,5-Dimethoxyphenyl)quinolin-4-amine COC=1C=C(C=C(C1)OC)NC1=CC=NC2=CC=CC=C12